N-(2-(4-hydroxy-4-methylpiperidin-1-yl)-5-(trifluoromethoxy)phenyl)-5-(tetrahydro-2H-pyran-4-yl)furan-2-carboxamide OC1(CCN(CC1)C1=C(C=C(C=C1)OC(F)(F)F)NC(=O)C=1OC(=CC1)C1CCOCC1)C